(S)-1-(2-(1-(4-(3-fluorophenoxy)phenyl)imidazo[1,5-a]pyrazin-3-yl)piperidin-1-yl)but-2-yn-1-one FC=1C=C(OC2=CC=C(C=C2)C=2N=C(N3C2C=NC=C3)[C@H]3N(CCCC3)C(C#CC)=O)C=CC1